COC(=O)C=1C=C2C=C(NC2=CC1)C=1C(OC(C1C(NOC)=O)=O)CCCCC methyl-2-(4-(methoxycarbamoyl)-5-oxo-2-pentyl-2,5-dihydrofuran-3-yl)-1H-indole-5-carboxylate